N1=CC(=CC=C1)C1(CCC1)C(=O)N 1-(pyridin-3-yl)cyclobutanecarboxamide